(E)-4-(2-fluorophenyl)-2-[1-cyclopropyl-2-(2-carboxy-4-fluorobenzylidene)hydrazino]thiazole FC1=C(C=CC=C1)C=1N=C(SC1)N(/N=C/C1=C(C=C(C=C1)F)C(=O)O)C1CC1